COC(=O)N1CC=NC=C1 Pyrazine-4-carboxylic acid methyl ester